4-(2,2-dimethyl-2H-chromen-8-yl)thiazol-2-amine CC1(OC2=C(C=CC=C2C=C1)C=1N=C(SC1)N)C